1-(7-methyl-1H-indol-6-yl)dihydropyrimidine-2,4(1H,3H)-dione CC=1C(=CC=C2C=CNC12)N1C(NC(CC1)=O)=O